formamidoammonium C(=O)N[NH3+]